indeno[1,2-c]pyridin C1=NC=CC2=C1C1=CC=CC=C1C2